2-isopropyl-5-(5,6,7,8-tetrahydroquinoxalin-2-yl)phenol C(C)(C)C1=C(C=C(C=C1)C1=NC=2CCCCC2N=C1)O